ClC=1C=C(O[C@H]2CN(CC2)C2(CC2)C(=O)[O-])C=CC1.[Li+] Lithium 1-[(3R)-3-(3-Chlorophenoxy)pyrrolidin-1-yl]cyclopropane-1-carboxylate